4-(6-chlorobenzo[c][1,2,5]oxadiazol-5-yl)aniline ClC=1C(=CC=2C(=NON2)C1)C1=CC=C(N)C=C1